BrC1=C2C(=C3C(=NC(=NC3=C1)OC[C@H]1N(CCC1)C)N1CCN(CC1)C(=O)OC(C)(C)C)OCC2 tert-butyl (S)-4-(4-bromo-7-((1-methylpyrrolidin-2-yl)methoxy)-2,3-dihydrofuro[2,3-f]quinazolin-9-yl)piperazine-1-carboxylate